(S)-2-(2,5-difluoro-4-(6-((5-(trifluoromethyl)isothiazol-3-yl)methoxy)pyridin-2-yl)benzyl)-1-(oxetan-2-ylmethyl)-1H-benzo[d]imidazole-6-carboxylic acid FC1=C(CC2=NC3=C(N2C[C@H]2OCC2)C=C(C=C3)C(=O)O)C=C(C(=C1)C1=NC(=CC=C1)OCC1=NSC(=C1)C(F)(F)F)F